C(C)(=O)OC[C@H]1[C@@H](CC1)CN1C[C@@]2(CCCC3=CC(=CC=C23)Cl)COC2=C1C=C(C=C2)S(N(CC2=CC=C(C=C2)OC)CC2=CC=C(C=C2)OC)(=O)=O [(1R,2R)-2-[[(3S)-7-[bis[(4-methoxyphenyl)methyl]sulfamoyl]-6'-chloro-spiro[2,4-dihydro-1,5-benzoxazepine-3,1'-tetralin]-5-yl]methyl] cyclobutyl]methyl acetate